3-(9-((5-(aminomethyl)pyridin-2-yl)carbamoyl)-4,5-dihydrobenzo[b]thieno[2,3-d]oxepin-8-yl)-6-(propylcarbamoyl)picolinic acid NCC=1C=CC(=NC1)NC(=O)C1=CC2=C(OCCC3=C2SC=C3)C=C1C=1C(=NC(=CC1)C(NCCC)=O)C(=O)O